1-(5-(4-Chloro-3-fluorophenyl)oxazol-4-yl)-4-(5-azaspiro[2.3]hexan-5-yl)pyrimidin-2(1H)-one ClC1=C(C=C(C=C1)C1=C(N=CO1)N1C(N=C(C=C1)N1CC2(CC2)C1)=O)F